2-methoxy-9H-pyrido[2,3-b]indole COC=1C=CC2=C(NC3=CC=CC=C23)N1